4-(m-tolyl)pyrrolidine-2-carboxamide dihydrochloride Cl.Cl.C1(=CC(=CC=C1)C1CC(NC1)C(=O)N)C